COC1=C(\C=N\N=C/2\NC(C(N2)CC(=O)Cl)=O)C=CC(=C1)OC 2-((E)-2-(((E)-2,4-dimethoxybenzylidene)hydrazineylidene)-5-oxoimidazolidine-4-yl)acetyl chloride